IC1=CC=C(C=CC2=C(C=CC=C2)[N+](=O)[O-])C=C1 1-(4-iodostyryl)-2-nitrobenzene